C12(CC(C1)C2)NC(=O)C=2C(N(C1=NC=C(C=C1C2O)C2=CC=NC=C2)CCN2CCOCC2)=O N-(bicyclo[1.1.1]pentan-1-yl)-4-hydroxy-1-(2-morpholinoethyl)-2-oxo-6-(pyridin-4-yl)-1,2-dihydro-1,8-naphthyridine-3-carboxamide